(R)-5-((7-((3-(3-acrylamidobenzoylamino)benzyl)(tert-butoxycarbonyl)amino)-3-isopropylpyrazolo[1,5-a]pyrimidin-5-yl)amino)-2,2-dimethylpiperidine-1-carboxylic acid tert-butyl ester C(C)(C)(C)OC(=O)N1C(CC[C@H](C1)NC1=NC=2N(C(=C1)N(C(=O)OC(C)(C)C)CC1=CC(=CC=C1)NC(C1=CC(=CC=C1)NC(C=C)=O)=O)N=CC2C(C)C)(C)C